N1(N=CN=C1)C1=CC=C(COC2=CC=CC(=N2)C2=CC(=C(CC3=NC4=C(N3CC3OCC3)C=C(C=C4OC)C(=O)O)C=C2F)F)C=C1 2-(4-(6-((4-(1H-1,2,4-triazol-1-yl)benzyl)oxy)pyridin-2-yl)-2,5-difluorobenzyl)-4-methoxy-1-(oxetan-2-ylmethyl)-1H-benzo[d]imidazole-6-carboxylic acid